O1C(=CC=C1)C1=NN2C(N=C(C=C2)N2CCN(CC2)CC2=NC=CC=C2)=C1C#N 2-(2-furyl)-5-[4-(2-pyridylmethyl)piperazin-1-yl]pyrazolo[1,5-a]pyrimidine-3-carbonitrile